1,2,3,7,8,8a-hexahydro-3,7-dimethyl-8-[2-(tetrahydro-4-hydroxy-6-oxo-2H-pyran-2-yl)ethyl]-1-naphthalenyl 2-methylbutanoate CC(C(=O)OC1CC(C=C2C=CC(C(C12)CCC1OC(CC(C1)O)=O)C)C)CC